[O].FC(C=1C=C(C=C(C1)C(F)(F)F)O)(F)F 3,5-bis-trifluoromethylphenol oxygen